ClC=1C(=NC=C(C1)N=C(C1=CC=CC=C1)C1=CC=CC=C1)C(=O)N(C)C 3-chloro-5-((diphenylmethylene)amino)-N,N-dimethylpyridinamide